C1(=CC=CC=C1)N1C(OC(=C1C(C)=O)C1=CC=C(C=C1)Cl)=O 3-phenyl-4-acetyl-5-(4'-chlorophenyl)oxazol-2(3H)-one